3,4-dichloro-1-(4-(4-(dimethylglycyl)piperazin-1-yl)-2-methylbenzyl)-5-hydroxy-1,5-dihydro-2H-pyrrol-2-one ClC=1C(N(C(C1Cl)O)CC1=C(C=C(C=C1)N1CCN(CC1)C(CN(C)C)=O)C)=O